C(C)(C)(C)OC(N(C)C1=CC(=C(C=C1)OC)CC(=O)N(C)C)=O (3-(2-(dimethylamino)-2-oxoethyl)-4-methoxyphenyl)(methyl)carbamic acid tert-butyl ester